C(CCCC)C1C(C1)CC1C(C1)CCCCCCCCC(CCCCCCCCC1C(C1)CC1C(C1)CCCCC)=O 1,17-bis[2-[(2-pentylcyclopropyl)methyl]cyclopropyl]heptadecan-9-one